allylsulfonate, vinylsulfonic acid salt C(=C)S(=O)(=O)O.C(C=C)S(=O)(=O)O